4-cyanophenyl 1-(8-fluoro-7-(8-fluoronaphthalen-1-yl)-2-((hexahydro-1H-pyrrolizin-7a-yl)methoxy)pyrido[4,3-d]pyrimidin-4-yl)piperidine-4-carboxylate FC1=C(N=CC2=C1N=C(N=C2N2CCC(CC2)C(=O)OC2=CC=C(C=C2)C#N)OCC21CCCN1CCC2)C2=CC=CC1=CC=CC(=C21)F